18-oxostearamide O=CCCCCCCCCCCCCCCCCC(=O)N